C(C1=CC=CC=C1)N1N=CC(=C1)C=1C=CC(=NC1C(=O)OC(C)(C)C)N1CC2=C(C=CC=C2CC1)C(=O)O 2-(5-(1-benzyl-1H-pyrazol-4-yl)-6-(tert-butoxycarbonyl)pyridin-2-yl)-1,2,3,4-tetrahydroisoquinoline-8-carboxylic acid